FC1=CC=C(C=C1)C1C(NC(C(C1)C1=CC=C(C=C1)F)(C)C)=O 3,5-bis(4-fluorophenyl)-6,6-dimethylpiperidin-2-one